FC(C[C@H](C)NC(O[C@H]1C[C@H](CC1)C=1C=NC(=NC1)NC1CCN(CC1)S(=O)(=O)C=1C=NN(C1)C(F)(F)F)=O)(F)F |&1:8,10| rac-(1R,3S)-3-(2-((1-((1-(trifluoromethyl)-1H-pyrazol-4-yl)sulfonyl)piperidin-4-yl)amino)pyrimidin-5-yl)cyclopentyl ((S)-4,4,4-trifluorobutan-2-yl)carbamate